(S,Z)-(2-chlorophenyl)(4-(3-(5-fluoropyridin-2-ylamino)pyrrolidin-1-yl)-3-(2-methoxyvinyl)phenyl)methanone ClC1=C(C=CC=C1)C(=O)C1=CC(=C(C=C1)N1C[C@H](CC1)NC1=NC=C(C=C1)F)\C=C/OC